tert-Butyl (S)-2-amino-2-(4-methyl-2-nitrophenyl)propanoate N[C@@](C(=O)OC(C)(C)C)(C)C1=C(C=C(C=C1)C)[N+](=O)[O-]